9-(2,6-dimethyl-4-prop-1-ynyl-phenyl)-3-[(2E)-2-(2-pyridyloxyimino)propionyl]-3-azaspiro[5.5]undecane-8,10-dione CC1=C(C(=CC(=C1)C#CC)C)C1C(CC2(CCN(CC2)C(/C(/C)=N/OC2=NC=CC=C2)=O)CC1=O)=O